1,5-dimethyl-9,10-bis[2-carboxy(4-cyclohexenyl)]carbonyloxyanthracene CC1=CC=CC2=C(C3=C(C=CC=C3C(=C12)OC(=O)C1C(CC=CC1)C(=O)O)C)OC(=O)C1C(CC=CC1)C(=O)O